2-(2-chlorophenyl)-5,7-dihydroxy-8-[(2R,3S)-2-(hydroxymethyl)-1-methyl-3-pyrrolidinyl]-4H-1-benzopyran-4-one ClC1=C(C=CC=C1)C=1OC2=C(C(C1)=O)C(=CC(=C2[C@H]2[C@@H](N(CC2)C)CO)O)O